BrC=1C=C2CN(C(C2=C(C1)OC)=O)C1C(NC(CC1)=O)=O 3-(5-bromo-7-methoxy-1-oxo-1,3-dihydro-2H-isoindol-2-yl)-piperidine-2,6-dione